C(C)(C)OC(=O)C1C2C3C4C=CC(C3C(C1)C2)C4 8-isopropoxycarbonyl-tetracyclo[4.4.0.12,5.17,10]-3-dodecene